Ortho-phenylphenoxyethylene glycol acrylate C(C=C)(=O)O.C1(=CC=CC=C1)C1=C(OC(CO)O)C=CC=C1